COC1=CC=C(CN(C2=NC(=NN3C2=NC=C3C(C=3C=C(C(=NC3)N3CCC(CC3)CN(C(OC(C)(C)C)=O)C)C)O)OC(C)CCC)CC3=CC=C(C=C3)OC)C=C1 tert-butyl ((1-(5-((4-(bis(4-methoxybenzyl)amino)-2-(pentan-2-yloxy)imidazo[2,1-f][1,2,4]triazin-7-yl)(hydroxy)methyl)-3-methylpyridin-2-yl)piperidin-4-yl)methyl)(methyl)carbamate